C(C1=CC=CC=C1)OC1=CC=C(C(=N1)Cl)C(=O)O 6-(benzyloxy)-2-chloropyridine-3-carboxylic acid